FC1(CCN(CCC1)C1=C(C(=O)NC2=CC(=NC=C2)S(=O)C)C=C(C(=N1)C)C(F)(F)F)F 2-(4,4-difluoroazepan-1-yl)-6-methyl-N-(2-(methylsulfinyl)pyridin-4-yl)-5-(trifluoromethyl)nicotinamide